N[C@H]1CN(CCC1)C(=O)C1=CC=2N(C=C1)C(=C(N2)C=2N(C1=CC=CC=C1C2)CC2=CSC=C2)C (R)-(3-aminopiperidin-1-yl)(3-methyl-2-(1-(thien-3-ylmethyl)-1H-indol-2-yl)imidazo[1,2-a]pyridin-7-yl)methanone